2-methyl-N-((2-methylpyrimidin-5-yl)methylene)propane-2-sulfinamide epoxystyreneacrylate C1(=C(C2=CC=CC=C2)O1)C=CC(=O)O.CC(C)(C)S(=O)N=CC=1C=NC(=NC1)C